N-(3-fluoro-7-hydroxy-4,7-dimethyl-8-oxo-5,6,7,8-tetrahydronaphthalen-1-yl)acetamide FC=1C=C(C=2C(C(CCC2C1C)(C)O)=O)NC(C)=O